C(C)(C)(C)C1=C(OC2CN(C2)C(=O)C2=NC=CC=C2)C=CC(=C1)Cl 2-{[3-(2-tert-butyl-4-chlorophenoxy)azetidin-1-yl]Carbonyl}pyridin